FC=1C=C2C(CC3(CC3)OC2=CC1)(C)C 6-fluoro-4,4-dimethylspiro[chroman-2,1'-cyclopropane]